(1R,3R)-N1-(5,5-diethyl-6,7-dihydro-5H-cyclopenta[d]pyrazolo[1,5-a]pyrimidin-8-yl)cyclobutane-1,3-diamine C(C)C1(CCC=2C1=NC=1N(C2NC2CC(C2)N)N=CC1)CC